5-(1,5-naphthyridin-2-yl)-N-((tetrahydrofuran-2-yl)methyl)pyrrolo[2,1-f][1,2,4]triazin-2-amine N1=C(C=CC2=NC=CC=C12)C=1C=CN2N=C(N=CC21)NCC2OCCC2